Cl.ClC=1C(=NC(=NC1)NC1CCOCC1)C1=CC=C2CN(C(C2=C1)=O)CC(=O)N[C@H](CO)C1=CC=C(C=C1)CN(C)C 2-(6-{5-chloro-2-[(oxan-4-yl)amino]pyrimidin-4-yl}-1-oxo-2,3-dihydro-1H-isoindol-2-yl)-N-[(1S)-1-{4-[(dimethylamino)methyl]phenyl}-2-hydroxyethyl]acetamide hydrochloride